O=C1NCCC12CN(CCC2)C(=O)OC(C)(C)C tert-butyl 1-oxo-2,7-diazaspiro[4.5]decane-7-carboxylate